2-ethoxy-5-(prop-1-en-1-yl)phenol C(C)OC1=C(C=C(C=C1)C=CC)O